CC1(N(CCN(C1)C=1C=NC(=CC1)NC=1N=CC2=C(N1)N(C(C(=C2C)C(=C)OCCCC)=O)C2CCCC2)C(=O)O)CCC 2-methyl-2-propyl-4-(6-{[8-cyclopentyl-5-methyl-7-oxo-6-(1-butoxyvinyl)-7,8-dihydropyrido[2,3-D]pyrimidin-2-yl]amino}-3-pyridinyl)-1-piperazinecarboxylic acid